C1(CC1)C1=CC(=NN1C1=CC=CC=C1)C(=O)O 5-Cyclopropyl-1-phenyl-1H-pyrazole-3-carboxylic acid